C(N)(=O)C=1C=C2C(=CN=C(C2=CC1OC(C)C)O[C@H]1CN(CCC1)C(CC#N)=O)C#CC1(CCN(CC1)C(=O)OC(C)(C)C)O tert-butyl (R)-4-((6-carbamoyl-1-((1-(2-cyanoacetyl)piperidin-3-yl)oxy)-7-isopropoxyisoquinolin-4-yl)ethynyl)-4-hydroxypiperidine-1-carboxylate